4-methoxy-N-(1-methyl-1H-indazol-6-yl)butane-1-sulfonamide COCCCCS(=O)(=O)NC1=CC=C2C=NN(C2=C1)C